CN(C)C[C@@H]1[C@H]([C@]2([C@](C3=C(C=NC=C3OC)O2)([C@@H]1O)O)C1=CC=C(C=C1)C)C1=CC=CC=C1 (4bS,5R,6S,7S,7aR)-6-((dimethylamino)methyl)-4-methoxy-7-phenyl-7a-(p-tolyl)-5,6,7,7a-tetrahydro-4bH-cyclopenta[4,5]furo[2,3-c]pyridine-4b,5-diol